[(3S)-3-Aminobutyl]cyclobutylamine dihydrochloride Cl.Cl.N[C@H](CCNC1CCC1)C